N'-{4-pyrazolo[1,5-a]Pyridin-3-ylpyrimidin-2-yl}benzene-1,3-diamine N1=CC(=C2N1C=CC=C2)C2=NC(=NC=C2)NC=2C=C(C=CC2)N